FC=1C=C(C=C2C=CN(C(C12)=O)CCC[C@@H]1[C@@H]2C[C@@H]2CN1C=1C=NNC(C1C(F)(F)F)=O)C1=NC=C(C=C1)C(F)(F)F 8-fluoro-2-[3-[(1R,2R,5S)-3-[6-oxo-5-(trifluoromethyl)-1H-pyridazin-4-yl]-3-azabicyclo[3.1.0]hexan-2-yl]propyl]-6-[5-(trifluoromethyl)-2-pyridyl]isoquinolin-1-one